FC1(CCC(CC1)[C@H](NC(=O)C1=CC=NN1CC)C=1N=C2N(N=C(C(=C2)C(C)C)CC2C(NC[C@@H](C2)C(F)(F)F)=O)C1)F N-((1S)-(4,4-difluorocyclohexyl)(7-isopropyl-6-(((5R)-2-oxo-5-(trifluoromethyl)piperidin-3-yl)methyl)imidazo[1,2-b]pyridazin-2-yl)methyl)-1-ethyl-1H-pyrazole-5-carboxamide